FC=1C=2N(C=C(C1)C1=CNC=3N=C(N=CC31)CC(C)C)C=CN2 5-(8-fluoroimidazo[1,2-a]pyridin-6-yl)-2-isobutyl-7H-pyrrolo[2,3-d]pyrimidine